ClC1=NC=NN2C1=CC(=C2)CN2C(N(C=CC2=O)CC(F)(F)F)=O 3-((4-chloropyrrolo[2,1-f][1,2,4]triazin-6-yl)methyl)-1-(2,2,2-trifluoroethyl)pyrimidine-2,4(1H,3H)-dione